sodium hydroxymethane bisulphite S([O-])(O)=O.OC.[Na+]